C(=O)O.FC(C=1C(=C(C=CC1)[C@@H](C)NC1=NN=C(C=2C1=CN(C(C2)=O)C2(CC2)C)N2CCN(CC2)C)F)F (R)-4-((1-(3-(difluoromethyl)-2-fluorophenyl)ethyl)amino)-6-(1-methylcyclopropyl)-1-(4-methylpiperazin-1-yl)pyrido[3,4-d]pyridazin-7(6H)-one formate